(R)-5-((2-bromo-5-isopropyl-pyridin-4-yl)oxy)-N4-(1-cyclopropylethyl)pyrimidine-2,4-diamine BrC1=NC=C(C(=C1)OC=1C(=NC(=NC1)N)N[C@H](C)C1CC1)C(C)C